NC1=NN(C2=NC(=CN=C21)C2CC2)CC2(CCC2)O 1-[(3-amino-6-cyclopropyl-1H-pyrazolo[3,4-b]pyrazin-1-yl)methyl]cyclobutan-1-ol